2-phenyl-6-vinylnaphthalene C1(=CC=CC=C1)C1=CC2=CC=C(C=C2C=C1)C=C